COC(=O)[C@H]1NN(CCC1)C([C@H](CC1=CC(=CC=C1)Br)NC(=O)OC(C)(C)C)=O.N1C=CC=2C1=CN=C(C2)NC(C2=CC=CC=C2)=O N-1H-pyrrolo[2,3-C]Pyridin-5-yl-benzamide Methyl-(3S)-1-[(2S)-3-(3-bromophenyl)-2-(tert-butoxycarbonylamino)propanoyl]hexahydropyridazine-3-carboxylate